COC1=C(CNC2=NC=C3C(=N2)NN=C3C3=CC=CC=C3)C=CC(=C1)OC N-(2,4-dimethoxybenzyl)-3-phenyl-1H-pyrazolo[3,4-d]pyrimidin-6-amine